FC=1C=CC(=C2C=CC=NC12)N[C@@H]1CN(CC1)CC(=O)N1[C@@H](CCC1)C#N (2S)-1-[2-[(3S)-3-[(8-fluoro-5-quinolyl)amino]pyrrolidin-1-yl]acetyl]pyrrolidine-2-carbonitrile